3-[18F]fluoroisobutyrate [18F]CC(C(=O)[O-])C